ClC=1C=C2CCC[C@]3(C2=CC1)CN(C1=C(OC3)C=C(C(=C1)C(=O)OC)F)C[C@H]1[C@@H](CC1)[C@H](\C=C\CCC)O (S)-METHYL 6'-CHLORO-8-FLUORO-5-(((1R,2R)-2-((S,E)-1-HYDROXYHEX-2-EN-1-YL)CYCLOBUTYL)METHYL)-3',4,4',5-TETRAHYDRO-2H,2'H-SPIRO[BENZO[B][1,4]OXAZEPINE-3,1'-NAPHTHALENE]-7-CARBOXYLATE